tert-Butyl 3-((tert-butoxycarbonyl)amino)-3-((4-(4,4,5,5-tetramethyl-1,3,2-dioxaborolan-2-yl)-1H-pyrazol-1-yl)methyl)azetidine-1-carboxylate C(C)(C)(C)OC(=O)NC1(CN(C1)C(=O)OC(C)(C)C)CN1N=CC(=C1)B1OC(C(O1)(C)C)(C)C